2-(3-hydroxy-3-methylbutyl)-5-(2-hydroxypropan-2-yl)-1-methyl-1H-benzo[d]imidazole OC(CCC1=NC2=C(N1C)C=CC(=C2)C(C)(C)O)(C)C